1-(2-chloro-4-fluorobenzyl)-3-methyl-2-oxo-N-(2,4,6-trifluorobenzyl)-1,2,3,4-tetrahydroquinazoline-7-carboxamide ClC1=C(CN2C(N(CC3=CC=C(C=C23)C(=O)NCC2=C(C=C(C=C2F)F)F)C)=O)C=CC(=C1)F